BrCCN1C2=CC(=CC=C2C=2C=CC(=CC12)C1=CC=CC=C1)C1=CC=CC=C1 9-(2-bromoethyl)-2,7-diphenyl-9H-carbazole